CC1=CNC=2N=CN=C(C21)N2CCSC(=C2)C(=O)N2C[C@@H]1[C@H](CC2)CCN1C(=O)OC(C)(C)C tert-butyl (3aR,7aS)-6-(4-(5-methyl-7H-pyrrolo[2,3-d]pyrimidin-4-yl)-3,4-dihydro-2H-1,4-thiazine-6-carbonyl)octahydro-1H-pyrrolo[2,3-c]pyridine-1-carboxylate